C(CCC)C1(CS(C2=C(N(C1)C1=CC=C(C=C1)OC)C=C(C(=C2)OCC(=O)OC(C)(C)C)SC)(=O)=O)CC tert-Butyl 2-((3-butyl-3-ethyl-5-(4-methoxyphenyl)-7-(methylthio)-1,1-dioxido-2,3,4,5-tetrahydro-1,5-benzothiazepin-8-yl)oxy)acetate